N[C@@H](CC(C)C)C(=O)O (E)-leucine